(R)-2-(3-fluoro-5-isopropyl-2-methoxyphenyl)-2-((R)-3-(2-(2-(5,6,7,8-tetrahydro-1,8-naphthyridin-2-yl)ethoxy)ethoxy)pyrrolidin-1-yl)acetic acid FC=1C(=C(C=C(C1)C(C)C)[C@H](C(=O)O)N1C[C@@H](CC1)OCCOCCC1=NC=2NCCCC2C=C1)OC